Pentadec-1-ene C=CCCCCCCCCCCCCC